2,4-dimethyl-2-hexyl acrylate C(C=C)(=O)OC(C)(CC(CC)C)C